2-methyl-N-(1-methylindol-5-yl)butanamide CC(C(=O)NC=1C=C2C=CN(C2=CC1)C)CC